CC=1C=C(C(=CC1N)C)C1=CC(=C(N)C(=C1)C)C 3,3',5',6-tetramethylbenzidine